1-benzyl-4-fluoro-N1-methylbenzene-1,2-diamine C(C1=CC=CC=C1)C1(C(C=C(C=C1)F)N)NC